2-[(8-{3-[(4-acetylpiperazin-1-yl)methyl]phenyl}-3-oxo-1H,2H,3H-benzo[e]isoindol-2-yl)methyl]prop-2-enamide C(C)(=O)N1CCN(CC1)CC=1C=C(C=CC1)C=1C=CC2=C(C=3CN(C(C3C=C2)=O)CC(C(=O)N)=C)C1